CC1=CC2=C(NC(S2)=O)C=C1 6-methylbenzothiazole-2-one